[Ir].[Pt].[Ni] nickel-platinum-iridium